2-[7-Chloro-4-methyl-6-[4-[(3R,4R)-1-ethyl-3-fluoro-4-piperidyl]phenyl]indazol-2-yl]-2-[(6R)-6-fluoro-6,7-dihydro-5H-pyrrolo[1,2-c]imidazol-1-yl]-N-thiazol-2-yl-acetamide ClC1=C(C=C(C2=CN(N=C12)C(C(=O)NC=1SC=CN1)C1=C2N(C=N1)C[C@@H](C2)F)C)C2=CC=C(C=C2)[C@@H]2[C@H](CN(CC2)CC)F